The molecule is a carboxylic ester resulting from the formal condensation of the carboxy group of isobutyric acid with the 1-hydroxy group of 2,4,4-trimethylpentane-1,3-diol. It has a role as a human urinary metabolite and a plant metabolite. It is a carboxylic ester, a volatile organic compound and a secondary alcohol. It derives from an isobutyric acid. CC(C)C(=O)OCC(C)C(C(C)(C)C)O